calcium α-ketoglutarate O=C(C(=O)[O-])CCC(=O)[O-].[Ca+2]